Cl.C1(=CC=CC=C1)C1NCCC(C1)=CC(F)(F)F 2-phenyl-4-(2,2,2-trifluoroethylidene)piperidine hydrochloride